methyl-6-(cyclopropanecarboxamido)-4-((3-(5-(difluoromethyl)pyridin-2-yl)-2-methoxyphenyl)amino)-N-(methyl-d3)pyridazine-3-carboxamide, formic acid salt C(=O)O.CC=1C(=C(N=NC1NC(=O)C1CC1)C(=O)NC([2H])([2H])[2H])NC1=C(C(=CC=C1)C1=NC=C(C=C1)C(F)F)OC